NC=1C(=NC(=CN1)C=1C=NN(C1)C1CCN(CC1)C(=O)OC(C)(C)C)C(=O)O[C@@H](C(=O)NC1=CC=C(C=C1)N1CCN(CC1)C)C1=CC=CC=C1 (R)-2-((4-(4-methylpiperazin-1-yl)phenyl)amino)-2-oxo-1-phenylethyl 3-amino-6-(1-(1-(tert-butoxycarbonyl)piperidin-4-yl)-1H-pyrazol-4-yl)pyrazine-2-carboxylate